benzyl 3-((E)-(((R)-tert-butylsulfinyl)imino)methyl)piperidine-1-carboxylate C(C)(C)(C)[S@@](=O)\N=C\C1CN(CCC1)C(=O)OCC1=CC=CC=C1